C(C)(C)(C)OC(N(C)C=1C=NC(=CC1)Br)=O (6-bromopyridin-3-yl)(methyl)carbamic acid tert-butyl ester